6-ethoxy-2-(tetrahydro-2H-pyran-2-yl)-2H-indazole-5-carboxylic acid methyl ester COC(=O)C1=CC2=CN(N=C2C=C1OCC)C1OCCCC1